FC(C=1C=C(C=CC1)[C@@H](C)N)F (R)-1-(3-(difluoromethyl)phenyl)ethylamine